1,3-bis[3-(2-methylpropyloxy)propyl]imidazolium CC(COCCCN1C=[N+](C=C1)CCCOCC(C)C)C